C(=C\C=C\CCCCCCCCCC)CC(=O)O.CC1(OB(OC1(C)C)C=1C=CC(=C(C1)NC(C=C)=O)C(F)(F)F)C N-(5-(4,4,5,5-tetramethyl-1,3,2-dioxaborolan-2-yl)-2-(trifluoromethyl)phenyl)acrylamide (3e,8Z)-tetradecadien-1-yl-acetate